ClC1=CC=C(C=C1)C1(CC(C1)C(=NO)N)F 3-(4-chlorophenyl)-3-fluoro-N'-hydroxy-cyclobutane-carboxamidine